3-(3,4-dihydroxy-5-nitrophenyl)-3-oxo-2-(thiazol-2-yl)propionitrile OC=1C=C(C=C(C1O)[N+](=O)[O-])C(C(C#N)C=1SC=CN1)=O